COC1=CC=CC2=CC=CC=C12 4-Methoxy-naphthalin